methyl 1-(2-ethoxy-2-oxoethyl)-4-methylpiperidine-4-carboxylate C(C)OC(CN1CCC(CC1)(C(=O)OC)C)=O